NC1=CC=C(C(=C1C(=O)N(C)C)F)C=1C(=C2C(=NC1)NC[C@@]21CC(NCC1)=O)Cl (S)-6-Amino-3-(4'-chloro-2-oxo-1',2'-dihydrospiro[piperidine-4,3'-pyrrolo[2,3-b]pyridin]-5'-yl)-2-fluoro-N,N-dimethylbenzamide